lithium scandium magnesium silicate [Si]([O-])([O-])([O-])[O-].[Mg+2].[Sc+3].[Li+]